(3-methylcyclohexyl)picolinamide CC1CC(CCC1)C=1C(=NC=CC1)C(=O)N